2,5-dimethoxy-4-bromobenzylpiperazine COC1=C(CN2CCNCC2)C=C(C(=C1)Br)OC